BrC1=C(C=CC=C1)NC(CCCCCCNC(C(C(F)(F)F)(O)O)=O)=O N-(2-bromophenyl)-7-(3,3,3-trifluoro-2,2-dihydroxypropanamido)heptanamide